ClC1=NC=C(C(=N1)NCC1=CC=C(C=C1)N1N=C(C=C1C1CC1)C(F)(F)F)[N+](=O)[O-] 2-chloro-N-([4-[5-cyclopropyl-3-(trifluoromethyl)pyrazol-1-yl]phenyl]methyl)-5-nitropyrimidin-4-amine